4-((3-(4-(6-(6-((R)-2-(3-fluorophenyl)pyrrolidin-1-yl)imidazo[1,2-b]pyridazin-3-yl)pyridin-2-yl)piperazin-1-yl)propyl)amino-1H-indol-1-yl)piperidine-2,6-dione FC=1C=C(C=CC1)[C@@H]1N(CCC1)C=1C=CC=2N(N1)C(=CN2)C2=CC=CC(=N2)N2CCN(CC2)CCCNC=2N(C1=CC=CC=C1C2)C2CC(NC(C2)=O)=O